N-(7-aminoheptyl)-4-((3-(2,3-difluoro-4-methoxyphenyl)imidazo[1,2-a]pyrazin-8-yl)amino)-2-ethylbenzamide hydrochloride Cl.NCCCCCCCNC(C1=C(C=C(C=C1)NC=1C=2N(C=CN1)C(=CN2)C2=C(C(=C(C=C2)OC)F)F)CC)=O